N-(2,6-difluoro-4-(2-(((3S,5S)-5-fluoropiperidin-3-yl)amino)-8-isopropyl-7-oxo-7,8-dihydropyrido[2,3-d]pyrimidin-6-yl)phenyl)-1-(4-(difluoromethyl)phenyl)methanesulfonamide FC1=C(C(=CC(=C1)C1=CC2=C(N=C(N=C2)N[C@@H]2CNC[C@H](C2)F)N(C1=O)C(C)C)F)NS(=O)(=O)CC1=CC=C(C=C1)C(F)F